ClC1=C(C=C(C=C1)Cl)NC(=O)NC1CN(C(C1)=O)C1=CC=C(C=C1)C 1-(2,5-dichlorophenyl)-3-[1-(4-methylphenyl)-5-oxopyrrolidin-3-yl]urea